CC1=CSC=2N=CN=C(C21)NC2(CC2)C 5-methyl-4-((1-methylcyclopropyl)amino)thieno[2,3-d]pyrimidine